C(C=C)(=O)N(NC(=O)[C@@H]1[C@H]2C([C@H]2CN1C([C@@H](NC(NC(C)(C)C)=O)[C@H](OC(C)(C)C)C)=O)(C)C)CCC(=O)N 3-(1-acryloyl-2-((1R,2S,5S)-3-(O-(tert-butyl)-N-(tert-butylcarbamoyl)-L-threonyl)-6,6-dimethyl-3-azabicyclo[3.1.0]hexane-2-carbonyl)hydrazineyl)propanamide